3-((cyclopropylmethylamino)(3-(cyclopropylmethylamino)-4-fluorophenyl)methyl)benzonitrile C1(CC1)CNC(C=1C=C(C#N)C=CC1)C1=CC(=C(C=C1)F)NCC1CC1